N-(3-((3-chloro-6-((1-methyl-1H-pyrazol-4-yl)amino)pyrazin-2-yl)oxy)phenyl)acrylamide ClC=1C(=NC(=CN1)NC=1C=NN(C1)C)OC=1C=C(C=CC1)NC(C=C)=O